The molecule is an organophosphate oxoanion obtained by deprotonation of the phosphate, carboxy and 3-imido groups of 8-formyl-8-demethylriboflavin 5'-phosphate. It is the major microspecies at pH 7.3 (according to Marvin v 6.2.0.). It is an organophosphate oxoanion and an aromatic carboxylate. It is a conjugate base of an 8-carboxy-8-demethylriboflavin 5'-phosphate. CC1=CC2=C(C=C1C(=O)[O-])N(C3=NC(=NC(=O)C3=N2)[O-])C[C@@H]([C@@H]([C@@H](COP(=O)([O-])[O-])O)O)O